Cl.Cl.Cl.Cl.NC1=C(OCCCOC2=C(C=C(C=C2)N)N)C=CC(=C1)N 1,3-Bis(2,4-diamino-phenoxy)-propane 4HCl